C1(CC1)C1=CC(=NO1)C=1C(=CC(=C(C(=O)O)C1)F)C 5-(5-cyclopropyl-1,2-oxazol-3-yl)-2-fluoro-4-methylbenzoic acid